4-benzyl-2,2-dimethylmorpholin-3-one C(C1=CC=CC=C1)N1C(C(OCC1)(C)C)=O